FC([C@@]([C@@H](C(=O)NO)NC(C1=CC=C(C=C1)C#CC(C)(C)C)=O)(C)O)F N-((2S,3S)-4,4-difluoro-3-hydroxy-1-(hydroxyamino)-3-methyl-1-oxobutan-2-yl)-4-(3,3-dimethylbut-1-yn-1-yl)benzamide